C(C1=CC=CC=C1)OC(=O)NCCOC=1C=C(C=CC1)C[C@@H](C(=O)OC(C)(C)C)[C@@H]1CN(CC1)C(=O)OC(C)(C)C tert-butyl (R)-3-((R)-3-(3-(2-(((benzyloxy)carbonyl)amino)ethoxy)phenyl)-1-(tert-butoxy)-1-oxopropan-2-yl)pyrrolidine-1-carboxylate